O=C1NC(CCC1N1C(C2=CC=C(C=C2C1=O)O)=O)=O 2-(2,6-dioxopiperidine-3-yl)-5-hydroxyisoindoline-1,3-dione